ClC=1C(=NC=NC1OC1=CC=C(C=C1)O)NC(C1=CC=C(C=C1)OC)=O N-(5-chloro-6-(4-hydroxyphenoxy)pyrimidin-4-yl)-4-methoxybenzamide